OC(CC(CC(CC(CC(CCCC(OCCCCCCC)OC(CCCC(CC(CC(CC(CC(C)O)C)C)C)C)OCCCCCCC)C)C)C)C)C 12-hydroxy-4,6,8,10-tetramethyltridecylheptyloxymethyl ether